N-[4-(6-Chloropyridin-3-yl)-3-sulfamoylphenyl]-2-[4-(trifluoromethyl)phenyl]Acetamide ClC1=CC=C(C=N1)C1=C(C=C(C=C1)NC(CC1=CC=C(C=C1)C(F)(F)F)=O)S(N)(=O)=O